(+/-)-4-(4-(2-amino-6-methylpyrimidin-4-yl)-1,4-oxazepan-3-yl)-3-methoxy-N-methylbenzamide NC1=NC(=CC(=N1)N1[C@@H](COCCC1)C1=C(C=C(C(=O)NC)C=C1)OC)C |r|